NC1=C(C=C(C=N1)C=1C=C2N(N1)CC[C@]21CN(CC1)C(=O)NC(C)C)OCC1=C(C=CC=C1)F |r| (rac)-2'-{6-amino-5-[(2-fluorophenyl)methoxy]pyridin-3-yl}-N-(propan-2-yl)-5',6'-dihydrospiro[pyrrolidine-3,4'-pyrrolo[1,2-b]pyrazole]-1-carboxamide